NC1=CC=C(O[Si](O[Si](OC2=CC=C(C=C2)N)(C)C)(C)C)C=C1 1,3-bis(4-aminophenoxy)tetramethyl-disiloxane